3-{5-[(2,6-dichlorophenyl)methoxy]pyrimidin-2-yl}-1,3-diazaspiro[4.4]nonane-2,4-dione ClC1=C(C(=CC=C1)Cl)COC=1C=NC(=NC1)N1C(NC2(C1=O)CCCC2)=O